benzyl (S)-(6-((2-(dimethylcarbamoyl)-6-nitrophenyl)amino)hexan-2-yl)carbamate CN(C(=O)C1=C(C(=CC=C1)[N+](=O)[O-])NCCCC[C@H](C)NC(OCC1=CC=CC=C1)=O)C